FC=1C=C(CNC)C=CC1 3-fluoro-N-methylbenzylamine